N-(6-(2-(2,4-difluorophenyl)-2-methylpropionyl)pyridine-3-yl)-2-(4-(ethylsulfonyl)phenyl)acetamide FC1=C(C=CC(=C1)F)C(C(=O)C1=CC=C(C=N1)NC(CC1=CC=C(C=C1)S(=O)(=O)CC)=O)(C)C